tert-Butyl-(±)-trans-4-phenyl-N-[3-(phenylcarbonyl)phenyl]pyrrolidine-3-carboxamide hydrochloride Cl.C(C)(C)(C)N1C[C@H]([C@@H](C1)C1=CC=CC=C1)C(=O)NC1=CC(=CC=C1)C(=O)C1=CC=CC=C1 |r|